BrC=1C=C(C=CC1)[Si](C)(C)C 3-Bromotrimethylsilylbenzene